6-(4-((2S,6S)-4-acryloyl-6-methyl-1-(methylsulfonyl)piperazin-2-yl)-6-chloropyridin-2-yl)-N,2-dimethylpyrimidine-4-carboxamide C(C=C)(=O)N1C[C@@H](N([C@H](C1)C)S(=O)(=O)C)C1=CC(=NC(=C1)Cl)C1=CC(=NC(=N1)C)C(=O)NC